C(C1=CC=CC=C1)N1N=CC(=C1)C=1N=CC=2N(C1)C(=CN2)C2=CC=C(C=C2)O 4-[6-(1-benzylpyrazol-4-yl)imidazo[1,2-a]pyrazin-3-yl]phenol